NC=1C(=C(C=C2C=C(N=CC12)NC(=O)[C@@H]1[C@H]([C@H]1C=1C=NN(C1)C)C)C=1C=NC=C(C1C)N)F (1R,2S,3R)-N-(8-amino-6-(5-amino-4-methylpyridin-3-yl)-7-fluoroisoquinolin-3-yl)-2-methyl-3-(1-methyl-1H-pyrazol-4-yl)cyclopropanecarboxamide